tert-butyl N-[3-[4-[2-(2,6-dioxo-3-piperidinyl)-1,3-dioxo-isoindolin-5-yl] piperazin-1-yl] propyl]-N-methyl-carbamate O=C1NC(CCC1N1C(C2=CC=C(C=C2C1=O)N1CCN(CC1)CCCN(C(OC(C)(C)C)=O)C)=O)=O